Cl.BrC=1C(=NC(=NC1)NC1=C(C=C(C(=C1)C=1C=NN(C1)C)N1CCC(CC1)N1CCNCC1)OC(C)C)NC1N(C2=CC=CC=C2C=C1)P(C)(C)=O (2-((5-bromo-2-((2-isopropoxy-5-(1-methyl-1H-pyrazol-4-yl)-4-(4-(piperazin-1-yl)piperidin-1-yl)phenyl)amino)pyrimidin-4-yl)amino)quinolin-1-yl)dimethylphosphine oxide hydrochloride